BrC1=CC=C(C=C1)NC(=O)N1CC2(C1)CCC(CC2)C2=CC=NC1=CC=C(C=C21)F N-(4-bromophenyl)-7-(6-fluoroquinoline-4-yl)-2-azaspiro[3.5]nonane-2-carboxamide